N,N'-(cyclohexane-1,3-diylbismethylene)bis(diglycidylamine) C1(CC(CCC1)CN(CC1CO1)CC1CO1)CN(CC1CO1)CC1CO1